calcium 2-(tert-butyl)-2-hexylmalonate C(C)(C)(C)C(C(=O)[O-])(C(=O)[O-])CCCCCC.[Ca+2]